4-carbamoyl-4-isopropoxypiperidin-1-ium trifluoroacetate salt FC(C(=O)[O-])(F)F.C(N)(=O)C1(CC[NH2+]CC1)OC(C)C